O(C#N)C1=CC=C(C=C1)OC(C1=CC=C(C=C1)OC#N)=O 4-cyanatobenzoic acid 4-cyanatophenyl ester